C(C)(C)(C)OC(NC1=NC=C(C=C1[N+](=O)[O-])C1=CC=C(C=C1)F)=O (5-(4-fluorophenyl)-3-nitropyridin-2-yl)carbamic acid tert-butyl ester